2-(3-((2,2'-dimethyl-3'-(5-methyl-4,5,6,7-tetrahydrothiazolo[4,5-c]pyridin-2-yl)-[1,1'-biphenyl]-3-yl)oxy)propyl)-8-oxa-2-azaspiro[4.5]decane CC1=C(C=CC=C1OCCCN1CC2(CC1)CCOCC2)C2=C(C(=CC=C2)C=2SC1=C(CN(CC1)C)N2)C